ethyl rac-(2S)-2-amino-3-[[rac-(1R)-indan-1-yl]carbamoylamino]propanoate N[C@H](C(=O)OCC)CNC(N[C@@H]1CCC2=CC=CC=C12)=O |r|